r-(2-fluoro-4-pyridyl)-3'-(trifluoromethyl)spiro[1,3-dioxolane-2,7'-5,6-dihydro-4H-indazole] FC1=NC=CC(=C1)[C@@H]1C=2C(=NNC2C2(CC1)OCCO2)C(F)(F)F